NC1=NC2=C(C=3N1N=C(N3)C=3OC=CC3)SC(N2CCN2CCN(CC2)C=2C(=CC(=C(O[C@H](C(=O)O)C)C2)F)F)=O (S)-2-(5-(4-(2-(5-amino-8-(furan-2-yl)-2-oxothiazolo[5,4-e][1,2,4]triazolo[1,5-c]pyrimidin-3(2H)-yl)ethyl)piperazin-1-yl)-2,4-difluorophenoxy)propanoic acid